N.[Cu].C(C1CO1)C=1C=C(OC2=CC(=CC=C2)OC2=CC(=C(C=C2)CC2CO2)CC2CO2)C=CC1CC1CO1 1,3-bis[3,4-bis(2,3-epoxypropyl)phenoxy]benzene copper ammonia salt